FC=1C(=NC(=NC1)NC1=CC=C(C=N1)N1CCC(CC1)N1CCN(CC1)CC1=C(C=CC=C1)C1C(NC(CC1)=O)=O)C=1C=C(C2=C(N(C(=N2)C)C(C)C)C1)F 3-(2-((4-(1-(6-((5-fluoro-4-(4-fluoro-1-isopropyl-2-methyl-1H-benzo[d]imidazol-6-yl)pyrimidin-2-yl)amino)pyridin-3-yl)piperidin-4-yl)piperazin-1-yl)methyl)phenyl)piperidine-2,6-dione